2-chloro-5-[4-(2-fluoro-5-methoxy-4-nitro-phenyl)piperazin-1-yl]benzonitrile ClC1=C(C#N)C=C(C=C1)N1CCN(CC1)C1=C(C=C(C(=C1)OC)[N+](=O)[O-])F